4-tert-butyl-2-chloro-1-oxido-pyridin-1-ium C(C)(C)(C)C1=CC(=[N+](C=C1)[O-])Cl